2,4'-dicarboxylazobenzene C(=O)(O)C1=C(C=CC=C1)N=NC1=CC=C(C=C1)C(=O)O